C1(CC1)NC=1C2=C(N=C(N1)C1=CC3=CC=CC=C3C=C1)NC(=C2)C N-cyclopropyl-6-methyl-2-(naphthalen-2-yl)-7H-pyrrolo[2,3-d]pyrimidin-4-amine